N-phenylcarbamoylcaprolactam C1(=CC=CC=C1)NC(=O)N1C(CCCCC1)=O